tert-butyl (S)-(1-(4-((dicyclopropylmethyl)carbamoyl)-2-(3,5-difluorophenyl)pyridin-3-yl)-3-methylpyrrolidin-3-yl)carbamate C1(CC1)C(C1CC1)NC(=O)C1=C(C(=NC=C1)C1=CC(=CC(=C1)F)F)N1C[C@@](CC1)(C)NC(OC(C)(C)C)=O